C(CCCCCCCCCCC)C1=CC=C(C=C1)C(C(C)(C)O)=O 1-(4-laurylphenyl)-2-hydroxy-2-methyl-1-propanone